C1(CC1)C1=NC=NC(=C1C=1N=CC=2SCC(N(C2N1)CC1=CC=C(C=C1)C=1N(C=C(N1)C(F)(F)F)C)=O)OC 2-(4-cyclopropyl-6-methoxypyrimidin-5-yl)-8-(4-(1-methyl-4-(trifluoromethyl)-1H-imidazol-2-yl)benzyl)-6H-pyrimido[5,4-b][1,4]thiazin-7(8H)-one